S(=O)(=O)(C1=CC=C(C=C1)O)C1=CC=C(C=C1)O 4,4'-sulfonylbisphenol